BrCC1=C2C=NN(C2=CC=C1)C 4-(bromomethyl)-1-methyl-1H-indazole